5-fluoro-8-(4-fluoro-2-methoxy-5-nitrophenoxymethyl)isoquinoline FC1=C2C=CN=CC2=C(C=C1)COC1=C(C=C(C(=C1)[N+](=O)[O-])F)OC